C(CCCCC)NC(OCOC1=NC2=CC(=CC=C2C=C1)OCCCCN1CCN(CC1)C1=CC=CC=2SC=CC21)=O (7-(4-(4-(benzo[b]thiophen-4-yl)piperazin-1-yl)butoxy)quinolin-2-yloxy)methyl hexylcarbamate